CC=1C=C(C=CC1)N1N=CC=C1C1=CC(=NC(=N1)OCC1OCCC1)N1CCOCC1 4-[6-[1-(3-methylphenyl)-1H-pyrazol-5-yl]-2-[(oxolan-2-yl)methoxy]pyrimidin-4-yl]morpholine